CN1N=CC2=C1C(=NN(C2=O)CC(=O)N[C@@H](C)C2=CC=C(C=C2)C(F)(F)F)C (S)-2-(1,7-Dimethyl-4-oxo-1,4-dihydro-5H-pyrazolo[3,4-d]pyridazin-5-yl)-N-(1-(4-(trifluoromethyl)phenyl)ethyl)acetamid